methyl 2-(2-methylsulfonylethyl)-6-[[6-(trifluoromethyl)pyridine-2-carbonyl]amino]imidazo[1,2-a]pyridine-7-carboxylate CS(=O)(=O)CCC=1N=C2N(C=C(C(=C2)C(=O)OC)NC(=O)C2=NC(=CC=C2)C(F)(F)F)C1